(R)-1-(4-fluorophenyl)-N-((S)-1,4-oxazepan-6-yl)-3,4-dihydroisoquinoline-2(1H)-carboxamide FC1=CC=C(C=C1)[C@H]1N(CCC2=CC=CC=C12)C(=O)N[C@H]1CNCCOC1